OC(C=1C=C(C=CC1)CCC(=O)O)C1=CN=C(N1)C1=CC(=CC=C1)OC=1C(=C2C=CNC2=CC1)C=C 3-(3-(hydroxy(2-(3-((4-vinyl-1H-indol-5-yl)oxy)phenyl)-1H-imidazol-5-yl)methyl)phenyl)propanoic acid